BrC1=C2OCCCC3=C(NC(C(S1)=C23)=O)C=O 2-bromo-5-oxo-12-oxa-3-thia-6-azatricyclo[6.4.1.04,13]trideca-1,4(13),7-triene-7-carbaldehyde